2-[2-(Boc-amino)ethoxy]ethoxyacetic acid C(=O)(OC(C)(C)C)NCCOCCOCC(=O)O